OC(CNC1=C(C=C(C=C1CC)CC)CC)C1=CNC(O1)=S 5-[1-hydroxy-2-(2,4,6-triethylphenylamino)ethyl]-1,3-oxazole-2(3H)-thione